methyl 2-methyl-2-(4-(piperidin-4-yl)-2-(trifluoromethyl)phenoxy)propanoate CC(C(=O)OC)(C)OC1=C(C=C(C=C1)C1CCNCC1)C(F)(F)F